NC1=C(C(=NC=N1)N1CCN(CC1)CCCN1C=CC2=CC(=CC=C12)F)[N+](=O)[O-] 3-(4-(6-amino-5-nitropyrimidin-4-yl)piperazin-1-yl)propyl-5-fluoro-1H-indole